5-Bromo-7-fluoro-4-methylisochromane BrC1=C2C(COCC2=CC(=C1)F)C